(±)-1-{4-[3-(4-chloro-5-methoxy-1-methyl-1H-indole-2-amido)oxolan-3-yl]phenyl}cyclopropane-1-carboxylic acid ClC1=C2C=C(N(C2=CC=C1OC)C)C(=O)N[C@@]1(COCC1)C1=CC=C(C=C1)C1(CC1)C(=O)O |r|